2-[[4-[(E)-3-(4-Hydroxy-3-nitrophenyl)prop-2-enoyl]phenyl]sulfonylamino]acetic acid OC1=C(C=C(C=C1)/C=C/C(=O)C1=CC=C(C=C1)S(=O)(=O)NCC(=O)O)[N+](=O)[O-]